diethyl-aluminum bromide C(C)[Al](CC)Br